6-(2,6-Dichlorophenyl)-2-((5-methyl-4,5,6,7-tetrahydropyrazolo[1,5-a]pyrazine-2-yl)amino)-8,9-dihydroimidazo[1,2-a]pyrimido[5,4-e]pyrimidin-5(6H)-one ClC1=C(C(=CC=C1)Cl)N1C=2N(C3=C(C1=O)C=NC(=N3)NC3=NN1C(CN(CC1)C)=C3)CCN2